BrC1=CC(=C(C=C1)CC(=O)OCC)\C=C\CC=1C(=NC=C(C1)Cl)COC1=NC(=CC=C1)Cl ethyl 2-[4-bromo-2-[(E)-3-[5-chloro-2-[(6-chloro-2-pyridyl)oxymethyl]-3-pyridyl]prop-1-enyl]phenyl]acetate